CNC(=O)C=1C=C(C=CC1)C1=CC=C(C=C1)S(=O)(=N)[C@@H]1CC[C@H](CC1)NC1=CC=C(C=C1)S(F)(F)(F)(F)F N-methyl-4'-{[trans-4-{[4-(pentafluoro-λ6-sulfanyl)phenyl]Amino}cyclohexyl]sulfonimidoyl}-[1,1'-biphenyl]-3-carboxamide